methyl pyridine-3,4-dicarboxylate N1=CC(=C(C=C1)C(=O)[O-])C(=O)OC